N[C@@H](C(=O)N[C@H](C(=O)N[C@@H](CCN)C1=NC(=NO1)CC1=CC=CC=C1)CC1=C(C=C(C=C1C)O)C)CCCN1C(=NC=C1)N (R)-2-amino-N-((S)-1-(((S)-3-amino-1-(3-benzyl-1,2,4-oxadiazol-5-yl)propyl)amino)-3-(4-hydroxy-2,6-dimethylphenyl)-1-oxopropan-2-yl)-5-(2-amino-1H-imidazol-1-yl)pentanamide